N-methyl-2-((3-((E)-2-(2-pyridinyl)vinyl)-1-(13-hydroxy-2,5,8,11-tetraoxatridecyl)-1H-indazol-6-yl)thio)benzamide hydrochloride Cl.CNC(C1=C(C=CC=C1)SC1=CC=C2C(=NN(C2=C1)COCCOCCOCCOCCO)\C=C\C1=NC=CC=C1)=O